alpha-bromo-2-acetylnaphthalene BrC1=C(C=CC2=CC=CC=C12)C(C)=O